COC1=C(OC=2OC3=C(N2)C=CC=C3)C=CC=C1 2-(2-methoxyphenoxy)benzo[d]oxazole